4-(((3S,4R)-1-((2-cyano-4-(trifluoromethyl)phenyl)sulfonyl)-4-hydroxy-4-(hydroxymethyl)pyrrolidin-3-yl)methyl)-2-fluorobenzonitrile C(#N)C1=C(C=CC(=C1)C(F)(F)F)S(=O)(=O)N1C[C@@H]([C@@](C1)(CO)O)CC1=CC(=C(C#N)C=C1)F